NC1=CC(=NN1CC(=O)N(CC)CC)C(F)(F)F 2-[5-amino-3-(trifluoromethyl)pyrazol-1-yl]-N,N-diethyl-acetamide